sodium (S)-3-(3-(1,6-dimethyl-4-oxido-2-oxo-1,2-dihydropyridin-3-yl)ureido)-3-(3-(2-methylbenzyl) phenyl)propanoate CN1C(C(=C(C=C1C)[O-])NC(N[C@@H](CC(=O)[O-])C1=CC(=CC=C1)CC1=C(C=CC=C1)C)=O)=O.[Na+].[Na+]